NC1=C2C(=NC(=N1)Cl)N(N=C2)CC=2C=CC(=C(CCOS(=O)(=O)C1=CC=C(C=C1)C)C2)C(F)(F)F 5-((4-amino-6-chloro-1H-pyrazolo[3,4-d]pyrimidin-1-yl)methyl)-2-(trifluoromethyl)phenethyl-4-methylbenzenesulfonate